[4,4-diethyl-1-[1-[3-[[(3S,4R)-3-hydroxy-2,2-dimethyl-chroman-4-yl]carbamoyl]phenyl]propyl]-6-oxo-hexahydropyrimidin-2-ylidene]ammonium C(C)C1(NC(N(C(C1)=O)C(CC)C1=CC(=CC=C1)C(N[C@H]1[C@@H](C(OC2=CC=CC=C12)(C)C)O)=O)=[NH2+])CC